2-(2-(4-amino-6-(1-hydroxyethyl)-9H-pyrimido[4,5-b]indol-9-yl)acetyl)-N-(6-bromopyridin-2-yl)-2-azabicyclo[3.1.0]hexane-3-carboxamide NC1=NC=NC=2N(C3=CC=C(C=C3C21)C(C)O)CC(=O)N2C1CC1CC2C(=O)NC2=NC(=CC=C2)Br